FC1(CCC(CC1)NC1=CC(=NC(=N1)C1=NC(=NO1)C)N\C(\C)=N\O)F (E)-N-(6-((4,4-difluorocyclohexyl)amino)-2-(3-methyl-1,2,4-oxadiazol-5-yl)pyrimidin-4-yl)-N'-hydroxyacetimidamide